D-glutamic acid-1-tert-butyl ester C(C)(C)(C)OC([C@H](N)CCC(=O)O)=O